NC(CC(=O)O)C(NC(C(=O)OC)C(CCC)O)=O 3-amino-3-[(3-hydroxy-1-methoxy-1-oxohexan-2-yl)carbamoyl]propionic acid